N-[4-(2,3-dihydro-1,4-benzodioxin-5-yl)thiazol-2-yl]-6-methyl-pyridine-3-carboxamide O1CCOC2=C1C=CC=C2C=2N=C(SC2)NC(=O)C=2C=NC(=CC2)C